The molecule is a monohydroxybenzoic acid having the hydroxy group at the 4-position together with a geranyl group at the 3-position. It is a conjugate acid of a 3-geranyl-4-hydroxybenzoate(1-). CC(=CCC/C(=C/CC1=C(C=CC(=C1)C(=O)O)O)/C)C